O([C@H]1[C@H](O)[C@@H](O)[C@H](O)[C@H](O1)CO)[C@H]1[C@H](O)[C@@H](O)[C@H](O)CO1 O-beta-D-Xylopyranosyl-(1→6) beta-D-glucopyranoside